3-bromo-6-fluoro-2-methylpyridine BrC=1C(=NC(=CC1)F)C